ClC1=C(OC(C(=O)O)C)C=CC(=C1)Cl α-(2,4-dichlorophenoxy)propionic acid